C(C=C)C1(C2CCC(C1=O)N2C(=O)OC(C)(C)C)CC=C tert-butyl 2,2-diallyl-3-oxo-7-azabicyclo[2.2.1]heptane-7-carboxylate